FC1(CCC2=C1N=C(N=C2N2C[C@@H]1C([C@@H]1C2)CC(=O)O)N2[C@@H](CCCC2)C)F 2-((1R,5S,6S)-3-(7,7-difluoro-2-((R)-2-methylpiperidin-1-yl)-6,7-dihydro-5H-cyclopenta[d]pyrimidin-4-yl)-3-azabicyclo[3.1.0]hex-6-yl)acetic acid